ClC1=CC(C2CNC(C2=C1)=O)(C(F)(F)F)C(CC1=NN=CN1C)C 6-chloro-4-(1-(4-methyl-4H-1,2,4-triazol-3-yl)propan-2-yl)-4-(trifluoromethyl)isoindolin-1-one